COC1=C(C(=O)NCC(F)(F)F)C(=CC(=C1)C=1C=NN2C1C=CC(=C2)C=2C=NN(C2)C)OC 2,6-dimethoxy-4-[6-(1-methylpyrazol-4-yl)pyrazolo[1,5-a]pyridin-3-yl]-N-(2,2,2-trifluoroethyl)benzamide